NC=1C2=C(N=CN1)N(C=C2C2=CC=C(C1=C2C=NO1)NC(=O)NC1=CC(=C(C=C1)CN1CCN(CC1)C)C(F)(F)F)C1CC1 1-(4-(4-amino-7-cyclopropyl-7H-pyrrolo[2,3-d]pyrimidin-5-yl)benzo[d]isoxazol-7-yl)-3-(4-((4-methylpiperazin-1-yl)methyl)-3-(trifluorometh-yl)phenyl)urea